3-(7-((2,4-dimethoxybenzyl)amino)-2-((3-fluoropyridin-2-yl)methyl)-2H-pyrazolo[3,4-c]pyridin-5-yl)benzonitrile COC1=C(CNC2=NC(=CC=3C2=NN(C3)CC3=NC=CC=C3F)C=3C=C(C#N)C=CC3)C=CC(=C1)OC